amyl-ammonium acetate C(C)(=O)[O-].C(CCCC)[NH3+]